C(C)N(C(C)C)N=O N-ethyl-N-nitroso-2-propanamine